1-(4-{[(1R)-1-{3-[(2RS)-2-cyclopropyl-1,1-difluoro-2-hydroxypropyl]-2-fluorophenyl}ethyl]amino}-2-methylpyrido[3,4-d]pyrimidin-6-yl)-1lambda5-phospholan-1-one C1(CC1)[C@@](C(F)(F)C=1C(=C(C=CC1)[C@@H](C)NC=1C2=C(N=C(N1)C)C=NC(=C2)P2(CCCC2)=O)F)(C)O |&1:3|